C(C)N(C1=C(C(=NC=N1)NC[C@]1([C@H](CN(CC1)CC(=O)N)O)O)F)CC1=CC=C(C=C1)C(F)(F)F 2-((3S,4R)-4-(((6-(ethyl(4-(trifluoromethyl)benzyl)amino)-5-fluoropyrimidin-4-yl)amino)methyl)-3,4-dihydroxypiperidin-1-yl)acetamide